N[C@@H](C(=O)N[C@H](C(=O)C1=C(C(=O)O)C=C(C=C1)C=1C=NC(=NC1)S(=O)(=O)C)C)CC(C)C (S)-2-((R)-2-amino-4-methylpentanamido)propanoyl-5-(2-(methylsulfonyl)pyrimidin-5-yl)benzoic acid